(1-aminoisoquinolin-5-yl)-2',3'-dihydrospiro[cyclopentane-1,1'-indene] NC1=NC=CC2=C(C=CC=C12)C1C2(C3=CC=CC=C3C1)CCCC2